(2S)-2-[4-bromo-2-(1,1-difluoropropyl)-5-fluorophenoxy]propionic acid BrC1=CC(=C(O[C@H](C(=O)O)C)C=C1F)C(CC)(F)F